(S)-5-fluoro-2,3-dimethyl-4-(3-(N-methylacrylamido)cyclohex-1-en-1-yl)-1H-indole-7-carboxamide FC=1C(=C2C(=C(NC2=C(C1)C(=O)N)C)C)C1=C[C@H](CCC1)N(C(C=C)=O)C